7-chloro-3-(5-hydroxy-4-methylpyridin-3-yl)-1-methyl-1,6-naphthyridin-2-one ClC1=NC=C2C=C(C(N(C2=C1)C)=O)C=1C=NC=C(C1C)O